(4-tolylsulfonyloxy)iminophenylacetonitrile C1(=CC=C(C=C1)S(=O)(=O)ON=C(C#N)C1=CC=CC=C1)C